CC(C)N1C[C@H]2CC[C@@H](C1)C2O (1R,5S,8R)-3-(propan-2-yl)-3-azabicyclo[3.2.1]octan-8-ol